tert-butyl 2-[[(1R)-1-[3,6-dimethyl-2-[6-(1-methylpyrazol-4-yl)-3-pyridyl]-4-oxo-chromen-8-yl]ethyl] amino]benzoate CC1=C(OC2=C(C=C(C=C2C1=O)C)[C@@H](C)NC1=C(C(=O)OC(C)(C)C)C=CC=C1)C=1C=NC(=CC1)C=1C=NN(C1)C